6-((Exo)-3-amino-8-azabicyclo[3.2.1]octan-8-yl)-3-(2,3-dichlorophenyl)-1H-pyrazolo[3,4-d]pyrimidine-4-carboxamide NC1CC2CCC(C1)N2C2=NC(=C1C(=N2)NN=C1C1=C(C(=CC=C1)Cl)Cl)C(=O)N